C1=C(C=CC2=CC=CC=C12)OCC(=O)NS(=O)(=O)CC1=CC=CC=C1 2-(naphthalen-2-yloxy)-N-toluenesulfonylacetamide